NC1=NNC2=C1C(=NC=C2C=2C=CC=1N(N2)C=CN1)C1=CC=C(CNC(C2=C(C=CC(=C2)F)OC)=O)C=C1 N-(4-(3-amino-7-(imidazo[1,2-b]pyridazin-6-yl)-1H-pyrazolo[4,3-c]pyridin-4-yl)benzyl)-5-fluoro-2-methoxybenzamide